P(=O)([O-])([O-])[O-].[P+3]=O phosphorus oxide (phosphate)